ClC=1N=C2C(=NC1)N=C(C(=C2C2=CC=CC=C2)C2=CC=CC=C2)C2=NC1=CC=CC=C1N=C2C2=CC=CC=C2 2-chloro-7,8-diphenyl-6-(3-phenylquinoxalin-2-yl)pyrido[2,3-b]pyrazine